9,10-dihexyloxyanthracene C(CCCCC)OC=1C2=CC=CC=C2C(=C2C=CC=CC12)OCCCCCC